Methyl 1-((2,6-dihydroxy-5-nitropyrimidin-4-yl) methyl)-2,3-dihydro-1H-indene-1-carboxylate OC1=NC(=C(C(=N1)CC1(CCC2=CC=CC=C12)C(=O)OC)[N+](=O)[O-])O